F[C@H]1[C@@H]2CC[C@H](C[C@H]1N(C)C1=NC=C(N=C1)C1=C(C=C(C(=C1)F)C=1C=NN(C1)C)OCOC)N2C(=O)OC(C)(C)C tert-butyl (1S,2R,3R,5R)-2-fluoro-3-([5-[5-fluoro-2-(methoxymethoxy)-4-(1-methylpyrazol-4-yl)phenyl] pyrazin-2-yl](methyl)amino)-8-azabicyclo[3.2.1]octane-8-carboxylate